CN1CCN(CC1)C1CCN(CC1)C=1C=NC=CC1 1-methyl-4-(1-(pyridin-3-yl)piperidin-4-yl)piperazine